4-methyl-9-(β-D-ribofuranosyl)-9H-pyrido[4',3':4,5]pyrrolo[2,3-d]pyrimidine CC=1C2=C(N=CN1)N(C1=C2C=CN=C1)[C@H]1[C@H](O)[C@H](O)[C@H](O1)CO